2-(4-fluoro-2-(trifluoromethyl)phenyl)-2-azaspiro[3.3]heptan-6-ol FC1=CC(=C(C=C1)N1CC2(C1)CC(C2)O)C(F)(F)F